CC1C(CCC2C1O2)COC(=O)C2C(C1C(CC2)O1)C 3,4-Epoxy-2-methylcyclohexylmethyl-3,4-epoxy-2-methylcyclohexancarboxylat